N[C@@H](CC[Se]C)C(=O)O.[Se] selenium (selenomethionine)